3-(6'-(difluoromethoxy)-4'-(2-hydroxypropan-2-yl)-[3,3'-bipyridine]-6-yl)N-(4-fluorophenyl)oxetane-3-carboxamide FC(OC1=CC(=C(C=N1)C=1C=NC(=CC1)C1(COC1)C(=O)NC1=CC=C(C=C1)F)C(C)(C)O)F